bis(di-t-butylphosphino)ferrocene C(C)(C)(C)P(C(C)(C)C)[C-]1C=CC=C1.[C-]1(C=CC=C1)P(C(C)(C)C)C(C)(C)C.[Fe+2]